FC(C(=O)NC1CCC(CC1)O)(F)C=1C=C(C(=O)NC2=CC(=C(C=C2)F)F)C=CC1F 3-(1,1-difluoro-2-(((1s,4s)-4-hydroxycyclohexyl)amino)-2-oxoethyl)-N-(3,4-difluorophenyl)-4-fluorobenzamide